N1=CC=CC=C1 (4S)-pyridine